(S)-5-(1-hydroxycyclobutane-1-carbonyl)-N-((S)-3-oxo-1-((S)-2-oxopyrrolidin-3-yl)-4-(trifluoromethoxy)butan-2-yl)-5-azaspiro[2.4]heptane-6-carboxamide OC1(CCC1)C(=O)N1CC2(CC2)C[C@H]1C(=O)N[C@@H](C[C@H]1C(NCC1)=O)C(COC(F)(F)F)=O